N-(3-acryloyloxy-2-hydroxypropyl)-3-aminopropyl-trimethoxysilane C(C=C)(=O)OCC(CNCCC[Si](OC)(OC)OC)O